(+/-)-(trans)-4-hydroxy-3-methylcyclohexan-1-one O[C@H]1[C@@H](CC(CC1)=O)C |r|